bis-(3-aminopropyl)methylamine NCCCN(C)CCCN